PyridiniumDicarboxylate [N+]=1(C(=CC=CC1)C(=O)[O-])C(=O)[O-]